6-(3,4-Dichloro-phenyl)-pyrimidine-4-carboxylic acid (5-methyl-[1,3,4]oxadiazol-2-yl)-amide CC1=NN=C(O1)NC(=O)C1=NC=NC(=C1)C1=CC(=C(C=C1)Cl)Cl